(Sa)-6-(1-(4-(4-Cyano-6-methoxypyridin-2-yl)benzyl)-4-fluoro-1H-indol-7-carboxamido)-spiro[3.3]heptan C(#N)C1=CC(=NC(=C1)OC)C1=CC=C(CN2C=CC3=C(C=CC(=C23)C(=O)NC2CC3(CCC3)C2)F)C=C1